5-(4,5-difluoro-1H-indole-2-carbonyl)-N-[(2R)-1,1,1-trifluoropropan-2-yl]-4H,5H,6H,7H-pyrazolo[1,5-a]pyrazine-3-carboxamide FC1=C2C=C(NC2=CC=C1F)C(=O)N1CC=2N(CC1)N=CC2C(=O)N[C@@H](C(F)(F)F)C